BrC=1C=C2C3=C(NC2=CC1)C1=C(NC(C3)=O)C=CC=C1 9-bromo-7,12-dihydrobenzo[2,3]azepino[4,5-b]indol-6(5H)-one